FC1=C(C=CC(=C1F)C)NC=1C2=C(N=CN1)C=CC(=N2)N2CC1(CCN1C(C=C)=O)C2 1-(6-(4-((2,3-difluoro-4-methylphenyl)amino)pyrido[3,2-d]pyrimidin-6-yl)-1,6-diazaspiro[3.3]heptan-1-yl)prop-2-en-1-one